(R)-3-(1,4-dimethyl-1H-benzo[d][1,2,3]triazol-5-yl)-3-(3-(((S)-2-ethyl-7-hydroxy-2,3-dihydropyrido[2,3-f][1,4]oxazepin-4(5H)-yl)methyl)-4-methylphenyl)propanoic acid CN1N=NC2=C1C=CC(=C2C)[C@H](CC(=O)O)C2=CC(=C(C=C2)C)CN2C[C@@H](OC1=C(C2)N=C(C=C1)O)CC